N1=C(N=CC=C1)N[C@@H]1CC[C@H](CC1)OS(=O)(=O)C methanesulfonic acid (trans)-[4-(pyrimidin-2-ylamino) cyclohexyl]Ester